tert-butyl (3S)-3-methyl-4-{4-[(3-methyl-4-{[1,2,4]triazolo[1,5-a]pyridin-7-yloxy}phenyl)amino] pyrido[3,2-d]pyrimidin-6-yl}piperazine-1-carboxylate C[C@H]1CN(CCN1C=1C=CC=2N=CN=C(C2N1)NC1=CC(=C(C=C1)OC1=CC=2N(C=C1)N=CN2)C)C(=O)OC(C)(C)C